FC1=C(C=CC(=C1)F)S(=O)(=O)NC=1C(=NC=C(C1)B1OC(C(O1)(C)C)(C)C)O 2,4-difluoro-N-(2-hydroxy-5-(4,4,5,5-tetramethyl-1,3,2-dioxaborol-2-yl)pyridin-3-yl)benzenesulfonamide